(2S)-N-{4-[3-cyclopropyl-5-({[(2S)-1-(phenylacetyl)pyrrolidin-2-yl]carbonyl}amino)-1H-indol-2-yl]phenyl}-1-(phenylacetyl)pyrrolidine-2-carboxamide C1(CC1)C1=C(NC2=CC=C(C=C12)NC(=O)[C@H]1N(CCC1)C(CC1=CC=CC=C1)=O)C1=CC=C(C=C1)NC(=O)[C@H]1N(CCC1)C(CC1=CC=CC=C1)=O